C(C)OC=1C=C(C=2N(C1)N=CC2C#N)C2=NC=C(N=C2)N2CC1N(C(C2)C1)CC=1C=NC(=CC1)OC 6-Ethoxy-4-(5-(6-((6-methoxypyridin-3-yl)methyl)-3,6-diazabicyclo[3.1.1]hept-3-yl)pyrazin-2-yl)pyrazolo[1,5-a]pyridine-3-carbonitrile